[N+](=O)([O-])C=1C(=NNC1)C#N 4-nitro-1H-pyrazole-3-carbonitrile